FC=1C=CC=2N(C1)C=C(N2)CC(=O)NC2=NNC(=C2)C 2-(6-fluoroimidazo[1,2-a]pyridin-2-yl)-N-(5-methyl-1H-pyrazol-3-yl)acetamide